4-(4-Fluoro-6-(1H-indol-2-yl)pyridin-3-yl)morpholine FC1=C(C=NC(=C1)C=1NC2=CC=CC=C2C1)N1CCOCC1